NC1=C2N=CN(C2=NC=N1)[C@@H]1O[C@@H]2COP(O[C@H]3[C@@H](CO[C@@H]3COP(O[C@H]2C1)(=O)O)N1C2=NC=NC(=C2N=C1)N)(=O)O (1S,6R,8R,10S,15R,18R)-8,18-bis(6-amino-9H-purin-9-yl)-3,12-dihydroxy-2,4,7,11,13,16-hexaoxa-3λ5,12λ5-diphosphatricyclo[13.3.0.06,10]octadecane-3,12-dione